Deazaaminopterin C1=CC(=CC=C1C(=O)N[C@@H](CCC(=O)O)C(=O)O)NCC2=CC3=C(C=C2)N=C(N=C3N)N